COC1=C(C=CC(=C1)S(=O)(=O)C)NCC#CC1=C(C2=C(S1)C(=CC=C2)N[C@@H]2CC[C@H](CC2)N(CCO)CCO)CC(F)(F)F trans-2,2'-((4-((2-(3-((2-methoxy-4-(methylsulfonyl)phenyl)amino)prop-1-yn-1-yl)-3-(2,2,2-trifluoroethyl)benzo[b]thiophen-7-yl)amino)cyclohexyl)azanediyl)bis(ethan-1-ol)